Cl.ClC1=C2CCN[C@@H](C2=C(C(=C1)F)O)CN1CC2(CC2)CC1=O (S)-5-((5-chloro-7-fluoro-8-hydroxy-1,2,3,4-tetrahydroisoquinolin-1-yl)methyl)-5-azaspiro[2.4]heptane-6-one hydrochloride